FC1=C(C=CC(=C1F)OCC(F)(F)F)C1CCC(CC1)CCC 2,3-difluoro-1-(4-propylcyclohexyl)-4-(2,2,2-trifluoroethoxy)benzene